N-(4,4-difluorocyclohexyl)-4-(3-methyl-1H-pyrazol-1-yl)-6-(piperazin-1-yl)pyrimidin-2-amine FC1(CCC(CC1)NC1=NC(=CC(=N1)N1N=C(C=C1)C)N1CCNCC1)F